dimethylsilylene(2-methyl-4-phenyl-5-methoxy-6-tert-butyl-indenyl)(2-methyl-4-(4-tert-butyl-phenyl)indenyl)zirconium dichloride [Cl-].[Cl-].C[Si](=[Zr+2](C1C(=CC2=C(C=CC=C12)C1=CC=C(C=C1)C(C)(C)C)C)C1C(=CC2=C(C(=C(C=C12)C(C)(C)C)OC)C1=CC=CC=C1)C)C